(dimethylamino)tin (VI) CN(C)[Sn+5]